CN(C(CCC=C)CCCCCCCCCC=CCC=CCCCCC)C N,N-dimethyltetracosene-15,18-dien-5-amine